CC1(CC1)NC(O[C@@H]1[C@H](C[C@@H](C1)C1=NNC(=C1)NC(CC1=CC(=NO1)C)=O)F)=O |r| rac-(1S,2S,4R)-2-fluoro-4-(5-(2-(3-methylisoxazol-5-yl)acetamido)-1H-pyrazol-3-yl)cyclopentyl (1-methylcyclopropyl)carbamate